N-(tert-butyldimethylsilyl)-5-(2-hydroxypropan-2-yl)-1-isopropyl-N'-((3-oxo-1,2,3,5,6,7-hexahydro-s-indacen-4-yl)carbamoyl)-1H-pyrazole-3-sulfonimidamide [Si](C)(C)(C(C)(C)C)NS(=O)(=NC(NC1=C2C(CCC2=CC=2CCCC12)=O)=O)C1=NN(C(=C1)C(C)(C)O)C(C)C